ClC=1C=C(C2=C(OCCO2)C1)N1CCN(CC1)CCCCN1S(C2=C(C1=O)C=CC=C2)(=O)=O 2-[4-[4-(7-chloro-2,3-dihydro-1,4-benzodi-oxin-5-yl)-1-piperazinyl]butyl]-1,2-benzisothiazol-3(2H)-one-1,1-dioxide